2-(2-methyl-1,3-oxazol-4-yl)[1,2,4]triazolo[1,5-c]quinazolin-5(6H)-one CC=1OC=C(N1)C1=NN2C(NC=3C=CC=CC3C2=N1)=O